4-allyl-N-((1,2,3,5,6,7-hexahydro-s-indacen-4-yl)carbamoyl)-3-methoxybenzenesulfonamide C(C=C)C1=C(C=C(C=C1)S(=O)(=O)NC(NC1=C2CCCC2=CC=2CCCC12)=O)OC